1-(4-isopropyl-phenyl)-3-(3,4-dimethoxystyryl)-5-(3,4-dimethoxyphenyl)-pyrazoline C(C)(C)C1=CC=C(C=C1)N1NC(=CC1C1=CC(=C(C=C1)OC)OC)C=CC1=CC(=C(C=C1)OC)OC